OC1=C(C=CC=C1)C1C(C(C1C1=C(C=CC=C1)O)C(=O)O)C(=O)O 3,4-bis(2-hydroxyphenyl)-1,2-cyclobutanedicarboxylic acid